ClC=1C=C(C=CC1C(=O)N1CCN(CC1)C(=O)[C@H]1[N+](C[C@@H](C1)O)(C)C)NC(=O)C=1N(C(=CN1)C=1C(=NC(=C(C1)F)N(C)C)F)C N-[3-chloro-4-[4-[(2S,4R)-4-hydroxy-1,1-dimethyl-pyrrolidin-1-ium-2-carbonyl]piperazine-1-carbonyl]phenyl]-5-[6-(dimethylamino)-2,5-difluoro-3-pyridyl]-1-methyl-imidazole-2-carboxamide